OCC1CC(N1C(=O)OC(C)(C)C)(C)C tert-butyl 4-(hydroxymethyl)-2,2-dimethylazetidine-1-carboxylate